3-(2,4-dimethylbenzyloxy)-1-propylamine CC1=C(COCCCN)C=CC(=C1)C